N3-(3-(1H-1,2,4-triazol-1-yl)propyl)-N1-(4-fluorobenzyl)-4-methylbenzene-1,3-diamine N1(N=CN=C1)CCCNC=1C=C(C=CC1C)NCC1=CC=C(C=C1)F